NCCC(O)C1=CC(=CC=C1)OCCOCC1=CC=CC=C1 3-amino-1-(3-(2-(benzyloxy)ethoxy)phenyl)propan-1-ol